C(CCCCCCCCC)C1=CC2=C(N=C(S2)NCCNC(OC(C)(C)C)=O)C=C1 tert-butyl (2-((6-decylbenzo[d]thiazol-2-yl)amino)ethyl)carbamate